C(C)(C)(C)OC(=O)N1CC(C1)\C=C\C(=O)OC (E)-3-(3-methoxy-3-oxoprop-1-en-1-yl)azetidine-1-carboxylic acid tert-butyl ester